tri-menthyl borate B(OC1CC(CCC1C(C)C)C)(OC1CC(CCC1C(C)C)C)OC1CC(CCC1C(C)C)C